[4-(3-fluorooxetan-3-yl)phenyl]methanol FC1(COC1)C1=CC=C(C=C1)CO